BrC1=CC(=C(S1)C(=O)O)CNC1C(NC(CC1)=O)=O 5-bromo-3-(((2,6-dioxopiperidin-3-yl)amino)methyl)thiophene-2-carboxylic acid